ClC=1C=C2C=C(NC2=C(C1F)F)C(=O)N[C@H]1CNC[C@H]1O 5-Chloro-6,7-difluoro-N-((3S,4R)-4-hydroxypyrrolidin-3-yl)-1H-indole-2-carboxamide